C(C)C1C(=O)OC(C1)CC α-ethyl-γ-caprolactone